6-chloro-4-{4-[1-(4-fluorophenyl)cyclopropyl]piperazin-1-yl}-1-methyl-2-oxo-1,2-dihydro-1,5-naphthyridine-3-carbonitrile ClC=1N=C2C(=C(C(N(C2=CC1)C)=O)C#N)N1CCN(CC1)C1(CC1)C1=CC=C(C=C1)F